1-(3-(4-amino-7-methyl-5-(4-(pyridin-2-yloxy)phenyl)-7H-pyrrolo[2,3-d]pyrimidin-6-yl)pyrrolidin-1-yl)prop-2-en-1-one NC=1C2=C(N=CN1)N(C(=C2C2=CC=C(C=C2)OC2=NC=CC=C2)C2CN(CC2)C(C=C)=O)C